BrC1=CC(=NC=C1)OCC(C)(O)C 1-((4-bromopyridin-2-yl)oxy)-2-methylpropan-2-ol